6-cyano-7-(5,7-dihydro-6H-pyrrolo[3,4-b]pyridin-6-yl)-1-(6-(2-meth-oxyethoxy)pyridin-3-yl)-4-oxo-1,4-dihydroquinoline-3-carboxylic acid C(#N)C=1C=C2C(C(=CN(C2=CC1N1CC2=NC=CC=C2C1)C=1C=NC(=CC1)OCCOC)C(=O)O)=O